C(C1=CC=CC=C1)OC[C@H]1OCCC(CN(C1)C(=O)OC(C)(C)C)O tert-butyl (2S)-2-[(benzyloxy)methyl]-6-hydroxy-1,4-oxazocane-4-carboxylate